tert-butyl N-{[5-(2-fluorophenyl)-1-{3-[(2-methoxyethoxy) methyl] benzenesulfonyl}-1H-pyrrol-3-yl] methyl}-N-methylcarbamate FC1=C(C=CC=C1)C1=CC(=CN1S(=O)(=O)C1=CC(=CC=C1)COCCOC)CN(C(OC(C)(C)C)=O)C